C1(=CC=CC=C1)[Si](C1=CC(=CC=C1)F)(C1=CC(=CC=C1)F)C1=CC(=CC=C1)F phenyltris(3-fluorophenyl)silane